C(C)(C)(C)C=1N=C(N(C1)C(=O)NCCCC1(CC1)C(F)(F)F)OC 4-(tert-Butyl)-2-methoxy-N-(3-(1-(trifluoromethyl)cyclopropyl)propyl)-1H-imidazole-1-carboxamide